C(C)N(C(=N)C)C N-ethyl-N-methylmethylformamidine